C1(=CC=CC2=CC=CC=C12)S(=O)(=O)ON=C(C1=CC=CC=C1)C#N α-(1-naphthylsulfonyloxyimino)benzylcyanide